N-methyl-3,5-di-(2-hydroxyethyl)hexahydro-s-triazine CN1CN(CN(C1)CCO)CCO